ClC1=CC=C(C(=N1)C(=O)O)N[C@H](C)C1=NC(=CC(=C1)C)N1C(OC[C@@H]1CC1=NN(C2=CC=CC=C12)C)=O 6-Chloro-3-(((R)-1-(4-methyl-6-((S)-4-((1-methyl-1H-indazol-3-yl)methyl)-2-oxooxazolidin-3-yl)pyridin-2-yl)ethyl)amino)picolinic acid